2-(4-bromo-7-chloro-2,6-naphthyridin-1-yl)acrylic acid methyl ester COC(C(=C)C1=NC=C(C2=CN=C(C=C12)Cl)Br)=O